COC=1C=C2CCN(CC2=CC1OC)C=1C=NC(=NC1)C1=NC=CC=N1 6,7-dimethoxy-2-(2-pyrimidin-2-ylpyrimidin-5-yl)-3,4-dihydro-1H-isoquinoline